4-chloro-6-(4-methylpiperazin-1-yl)-1-oxido-pyridin-1-ium-3-carbaldehyde ClC1=C(C=[N+](C(=C1)N1CCN(CC1)C)[O-])C=O